5-[7-[[5-(3-methoxy-3-methyl-azetidine-1-carbonyl)-2-pyridyl]amino]-3-methyl-imidazo[4,5-b]pyridin-5-yl]oxy-4-methyl-pyridine-2-carbonitrile COC1(CN(C1)C(=O)C=1C=CC(=NC1)NC1=C2C(=NC(=C1)OC=1C(=CC(=NC1)C#N)C)N(C=N2)C)C